ethyl 2-(2-((7-(3-(((tert-butoxycarbonyl)amino)methyl)phenyl)benzofuran-5-yl)methoxy)-4-(2-methylpyridin-4-yl)phenyl)acetate C(C)(C)(C)OC(=O)NCC=1C=C(C=CC1)C1=CC(=CC=2C=COC21)COC2=C(C=CC(=C2)C2=CC(=NC=C2)C)CC(=O)OCC